4-(3-((5-bromo-2-((1-(2-(dimethylamino)ethyl)-3-methyl-1H-pyrazol-4-yl)amino)pyrimidin-4-yl)amino)propyl)-1,4-oxazepan-5-one BrC=1C(=NC(=NC1)NC=1C(=NN(C1)CCN(C)C)C)NCCCN1CCOCCC1=O